C1(=CC=CC2=NC3=CC=CC=C3C=C12)C(=O)N Acridincarboxamide